C1(CC1)NCC1(CN(C1)C(=O)C1=C(C(=C(C=C1)F)F)NC1=C(C=C(C=C1)I)F)O 3-[(cyclopropylamino)methyl]-1-({3,4-difluoro-2-[(2-fluoro-4-iodophenyl)amino]phenyl}carbonyl)azetidin-3-ol